(R)-2-(4-(cyclopropanesulphonylamino)pyridin-2-yl)-N-(5-(6-ethoxypyrazin-2-yl)pyridin-2-yl)-2-fluorobutyramide C1(CC1)S(=O)(=O)NC1=CC(=NC=C1)[C@@](C(=O)NC1=NC=C(C=C1)C1=NC(=CN=C1)OCC)(CC)F